3-methyl-N-(6-(((1S,3S)-3-((7-(trifluoromethyl)-[1,2,4]triazolo[1,5-a]pyridin-2-yl)amino)cyclopentyl)amino)pyridin-3-yl)methylpicolinamide CC=1C(=NC=CC1)C(=O)NCC=1C=NC(=CC1)N[C@@H]1C[C@H](CC1)NC1=NN2C(C=C(C=C2)C(F)(F)F)=N1